C[C@H]1N(CCOC1)C=1C=C(C=2N(N1)C(=NC2)C2=CC=NN2)N2CCOCC2 (R)-3-methyl-4-(4-morpholinyl-7-(1H-pyrazol-5-yl)imidazo[1,5-b]pyridazin-2-yl)morpholine